(6-((2-((5-ethyl-2-methoxy-4-(4-(4-methylpiperazin-1-yl)piperidin-1-yl)phenyl)amino)-7H-pyrrolo[2,3-d]pyrimidin-4-yl)amino)quinoxalin-5-yl)dimethyl-phosphine oxide C(C)C=1C(=CC(=C(C1)NC=1N=C(C2=C(N1)NC=C2)NC=2C(=C1N=CC=NC1=CC2)P(C)(C)=O)OC)N2CCC(CC2)N2CCN(CC2)C